N-((5-(5-(difluoromethyl)-1,3,4-oxadiazol-2-yl)pyridin-2-yl)methyl)-N-(3-fluorophenyl)-1-iminothiomorpholine-4-sulfonamide 1-oxide FC(C1=NN=C(O1)C=1C=CC(=NC1)CN(S(=O)(=O)N1CCS(CC1)(=N)=O)C1=CC(=CC=C1)F)F